C(C)OC(=O)C(COC1CN(C1)C(=O)OC(C)(C)C)C(C)C tert-butyl 3-(2-ethoxycarbonyl-3-methyl-butoxy)azetidine-1-carboxylate